FC=1C=C(C=NC1)[C@H]1N(OCC1)C(=O)C1CCNCC1 (S)-(3-(5-fluoropyridin-3-yl)isoxazolidin-2-yl)(piperidin-4-yl)methanone